CO[Si](CCCNCCCN)(OC)OC (3-trimethoxysilylpropyl)-1,3-propylenediamine